2-(4-bromo-3,5-dimethyl-phenyl)-pyrazine BrC1=C(C=C(C=C1C)C1=NC=CN=C1)C